(S)-2-(3-fluoro-4-(trifluoromethyl)phenyl)-1-(4-((5R,7R)-7-hydroxy-5-methyl-6,7-dihydro-5H-cyclopenta[d]pyrimidin-4-yl)piperazin-1-yl)-3-(4-hydroxypiperidin-1-yl)propan-1-one FC=1C=C(C=CC1C(F)(F)F)[C@H](C(=O)N1CCN(CC1)C=1C2=C(N=CN1)[C@@H](C[C@H]2C)O)CN2CCC(CC2)O